COC1=C(C(=O)P(CC(CC(C)(C)C)C)(C(C2=C(C=CC=C2OC)OC)=O)=O)C(=CC=C1)OC Bis(2,6-dimethoxybenzoyl)-2,4,4-trimethylpentylphosphin oxide